N1N=CC2=CC(=CC=C12)C#CC1=NC(=NC=C1)C1=NC(=NC=C1)NC([2H])([2H])C1=NC=CC=C1 4-((1H-Indazol-5-yl)ethynyl)-N-(pyridin-2-ylmethyl-d2)-[2,4'-bipyrimidin]-2'-amine